F[C@@H]1CC2=CC=3CCCC3C(=C2C1)NC(=O)N[S@](=O)(=NC(C1=CC=CC=C1)(C1=CC=CC=C1)C1=CC=CC=C1)C=1C=NN2C1OC(C2)(C)C (R)-N-(((R)-2-fluoro-1,2,3,5,6,7-hexahydro-s-indacen-4-yl)carbamoyl)-2,2-dimethyl-N'-trityl-2,3-dihydropyrazolo[5,1-b]oxazole-7-sulfonimidamide